OC(COCCC(=O)N1CCN(CC1)C1=CC=C(C=N1)C#N)COC 6-[4-[3-(2-hydroxy-3-methoxypropoxy)propanoyl]piperazin-1-yl]pyridine-3-carbonitrile